2,2'-methylenebis(4-methyl-6-tertiary butyl-phenol) C(C1=C(C(=CC(=C1)C)C(C)(C)C)O)C1=C(C(=CC(=C1)C)C(C)(C)C)O